S1C2=C(C=C1)CCCC2C#N 4,5,6,7-tetrahydrobenzo[b]thiophen-7-carbonitrile